ClC=1C=CC(=C(C1)[C@H]1C[C@H](C1)NC(=O)C=1N=NN(C1)[C@@H](C)C=1C=NC(=C(C1C)C)N1C([C@@H]2C[C@@H]2C1)=O)C#N |o1:19| N-((cis)-3-(5-chloro-2-cyanophenyl)cyclobutyl)-1-((S or R)-1-(4,5-dimethyl-6-((1R,5S)-2-oxo-3-azabicyclo[3.1.0]hexan-3-yl)pyridin-3-yl)ethyl)-1H-1,2,3-triazole-4-carboxamide